butyl 4-[3-chloro-5-(1-chloroethyl)-6-methoxy-2-methylphenyl]piperidine-1-carboxylate ClC=1C(=C(C(=C(C1)C(C)Cl)OC)C1CCN(CC1)C(=O)OCCCC)C